(1R,2S,5R)-2-isopropyl-5-methylcyclohexyl (1S,2S)-2-(quinazolin-2-yl)cyclopropane-1-carboxylate N1=C(N=CC2=CC=CC=C12)[C@@H]1[C@H](C1)C(=O)O[C@H]1[C@@H](CC[C@H](C1)C)C(C)C